C1(CCCC1)O[C@@H](CC1=NN2C(C=CC=C2C(=O)O)=C1)[C@H](O)C1=CC(=C(C(=C1)OC)C)OC ((2S,3R)-2-(cyclopentyloxy)-3-(3,5-dimethoxy-4-methylphenyl)-3-hydroxypropyl)pyrazolo[1,5-a]pyridine-7-carboxylic acid